COC1=C2C3=C(C(OC2=CC(=C1)OC)=O)C=CC=C3 1,3-Dimethoxy-6H-benzo[c]chromen-6-one